NC=1C2=C(N=CN1)N(C(=C2C2=CC(=C(C=C2)N=S(=O)(C)C)F)C2=CC=C(C=C2)C=C(C(=O)N)C)C (4-(4-amino-5-(4-((dimethyl-(oxo)-lambda6-sulfanylidene)amino)-3-fluorophenyl)-7-methyl-7H-pyrrolo[2,3-d]pyrimidin-6-yl)phenyl)methacrylamide